1-(tert-butyl) 2-methyl (S)-5-oxopyrrolidine-1,2-dicarboxylate O=C1CC[C@H](N1C(=O)OC(C)(C)C)C(=O)OC